2-(triethoxysilyl)-ethylamine C(C)O[Si](CCN)(OCC)OCC